(E)-3,4-dihydronaphthalene-1(2H)-one oxime C\1(/CCCC2=CC=CC=C12)=N/O